C(C)OC(C(C)N1C(C2=C(C=3N=CC=CC3N2CC1)C1=CC(=C(C=C1)Cl)F)=O)=O ethyl-2-[8-(4-chloro-3-fluoro-phenyl)-10-oxo-1,6,11-triazatricyclo[7.4.0.02,7]trideca-2(7),3,5,8-tetraen-11-yl]propanoate